(R)-11-(3-chloro-4-fluorophenyl)-8-((3S,5R)-3,5-dimethylpiperazin-1-yl)-3-(methoxymethoxy)-10-(trifluoromethyl)-3,4-dihydro-2H,6H-[1,4]thiazepino[2,3,4-ij]quinazolin-6-one ClC=1C=C(C=CC1F)C1=C(C=C2C(=NC(N3C2=C1SC[C@@H](C3)OCOC)=O)N3C[C@@H](N[C@@H](C3)C)C)C(F)(F)F